sulfonyl-bis(diethylamine) S(=O)(=O)(N(CC)CC)N(CC)CC